2-[6-[[1-methyl-3-(trifluoromethyl)pyrazol-4-yl]methyl]-2-azaspiro[3.3]heptane-2-carbonyl]-2,5-diazaspiro[3.4]octan-6-one CN1N=C(C(=C1)CC1CC2(CN(C2)C(=O)N2CC3(C2)NC(CC3)=O)C1)C(F)(F)F